C(C)(C)(C)OC(CCC(C)(C#N)C1=CC=C(C=C1)N1CCN(CC1)C(=O)OC(C)(C)C)=O tert-butyl 4-[4-(4-tert-butoxy-1-cyano-1-methyl-4-oxo-butyl)phenyl]piperazine-1-carboxylate